4-methoxy-3-({6-[(1r,2s)-5'-methoxy-2'-oxo-1',2'-dihydrospiro[cyclopropan-1,3'-indol]-2-yl]-1H-indazol-3-yl}amino)-N-methylbenzamide COC1=C(C=C(C(=O)NC)C=C1)NC1=NNC2=CC(=CC=C12)[C@@H]1C[C@@]12C(NC1=CC=C(C=C21)OC)=O